ClC1=C(C=CC=C1C1=CC=C(C(=N1)OC)CN[C@@H]1CCC(NC1)=O)C1=C(C(=CC=C1)NC=1C2=C(N=C(N1)C)C=CC=N2)C (R)-5-(((6-(2-chloro-2'-methyl-3'-((2-methylpyrido[3,2-d]pyrimidin-4-yl)amino)-[1,1'-biphenyl]-3-yl)-2-methoxypyridin-3-yl)methyl)amino)piperidin-2-one